1-[3-(cyanomethyl)oxetan-3-yl]-N-{cis-3-[methyl(7H-pyrrolo[2,3-d]pyrimidin-4-yl)amino]cyclobutyl}-methanesulfonamide C(#N)CC1(COC1)CS(=O)(=O)N[C@@H]1C[C@@H](C1)N(C=1C2=C(N=CN1)NC=C2)C